C(C1=CC=CC=C1)OC1=C(C(=CC(=C1)C(F)F)O)C(=O)N1CC2=CC=CC(=C2C1)NC1CN(C1)C (2-(benzyloxy)-4-(difluoromethyl)-6-hydroxyphenyl)(4-((1-methylazetidin-3-yl)amino)isoindolin-2-yl)methanone